N-(3-methylphenyl)benzophenone hydrazone CC=1C=C(C=CC1)NN=C(C1=CC=CC=C1)C1=CC=CC=C1